tert-butyl (R)-((3-(4-(4,4-difluoroazepan-1-yl)-6-methyl-2-(methylthio)pyrimidine-5-carboxamido)phenyl)(methyl)(oxo)-λ6-sulfaneylidene)carbamate FC1(CCN(CCC1)C1=NC(=NC(=C1C(=O)NC=1C=C(C=CC1)[S@](=O)(C)=NC(OC(C)(C)C)=O)C)SC)F